CN1C=2C=CC=CC2C(C2=CC=CC=C12)=O 10-Methylacridone